Hex-5-enoic acid (2,6-dimethyl-4-morpholin-4-yl-phenyl)-amide CC1=C(C(=CC(=C1)N1CCOCC1)C)NC(CCCC=C)=O